C1CN2CC[C@@]3(C2)[C@H]1OC4=C(C3)N=CC=C4 (5aS,8S,10aR)-5a,6,9,10-Tetrahydro-7H,11H-8,10a-methanopyrido[2',3':5,6]pyrano[2,3-d]azepine